Cl.CN1CC2=C(CC1)N=C(S2)C(=O)O 5-Methyl-4,5,6,7-tetrahydrothiazolo[5,4-c]pyridine-2-carboxylic acid hydrochloride